(R)-6-(4-((4-acetyl-3-(4-methyl-1-oxo-1,3-dihydroisobenzofuran-5-yl)piperazin-1-yl)methyl)-1H-pyrazol-1-yl)-4-methylnicotinonitrile C(C)(=O)N1[C@@H](CN(CC1)CC=1C=NN(C1)C1=NC=C(C#N)C(=C1)C)C=1C(=C2COC(C2=CC1)=O)C